5-(1-(2-fluorophenyl)propyl)-3-(((3-fluoropyridin-2-yl)methyl)amino)-4H-benzo[e][1,2,4]thiadiazine 1,1-dioxide FC1=C(C=CC=C1)C(CC)C1=CC=CC2=C1NC(=NS2(=O)=O)NCC2=NC=CC=C2F